C1(C(O)CC(N1)=O)=O malimide